3-[[[[[2-[[(1,1-dimethylethoxy)carbonyl]amino]ethyl]methylamino]carbonyl]oxy]methyl]-2-methyl-1-[(2,3,4,9-tetrahydro-9-methyl-4-oxo-1H-carbazol-3-yl)methyl]-1H-imidazolium chloride [Cl-].CC(C)(OC(=O)NCCN(C(=O)OC[N+]1=C(N(C=C1)CC1CCC=2N(C3=CC=CC=C3C2C1=O)C)C)C)C